C(C)(C)(C)[S@@](=O)N=C1C=2C(=NC=CC2)OC12CCN(CC2)C(=O)OC(C)(C)C tert-butyl (3R)-3-[[(R)-tert-butylsulfinyl]imino]spiro[3H-furo[2,3-b]pyridine-2,4'-piperidine]-1'-carboxylate